OC(C(=O)OCC)=CC(=O)OCC diethyl 2-hydroxybut-2-enedioate